2-{[4-(4-methylpiperazin-1-yl)phenyl]amino}-6-[2-(trifluoromethoxy)phenyl]imidazo[1,2-a]pyrimido[5,4-e]pyrimidin-5(6H)-one CN1CCN(CC1)C1=CC=C(C=C1)NC=1N=CC=2C(N(C=3N(C2N1)C=CN3)C3=C(C=CC=C3)OC(F)(F)F)=O